4-[2-(4-aminopiperidin-1-yl)-5-(1-methylpyrazolo[3,4-b]pyridin-5-yl)pyrimidin-4-yl]-2-fluorobenzonitrile NC1CCN(CC1)C1=NC=C(C(=N1)C1=CC(=C(C#N)C=C1)F)C=1C=C2C(=NC1)N(N=C2)C